(S)-1'-(4-amino-5-nitropyridin-2-yl)-1,3-dihydrospiro[indene-2,4'-piperidine] NC1=CC(=NC=C1[N+](=O)[O-])N1CCC2(CC1)CC1=CC=CC=C1C2